2-((1-(methylsulfonyl)piperidin-4-yl)amino)-8-(spiro[2.4]heptan-4-yl)-6-vinylpyrido[2,3-d]pyrimidin-7(8H)-one CS(=O)(=O)N1CCC(CC1)NC=1N=CC2=C(N1)N(C(C(=C2)C=C)=O)C2C1(CC1)CCC2